racemic-4-((4-((2-methoxy-3-(1-methyl-1H-1,2,4-triazol-3-yl)phenyl)amino)-5-propionylpyridin-2-yl)amino)-1-(oxetan-2-ylmethyl)pyrimidin-2(1H)-one COC1=C(C=CC=C1C1=NN(C=N1)C)NC1=CC(=NC=C1C(CC)=O)NC1=NC(N(C=C1)C[C@@H]1OCC1)=O |r|